OC=1C=C(C(=N)N)C=C(C1)O 3,5-dihydroxybenzoamidine